tert-butyl N-[(1S)-3-(5-carbamoyl-7-fluoro-1,2,3,4-tetrahydrocyclopenta[b]indol-8-yl)cyclohexyl]carbamate C(N)(=O)C1=CC(=C(C=2C3=C(NC12)CCC3)C3C[C@H](CCC3)NC(OC(C)(C)C)=O)F